O=C1NC(CCC1N1C(C2=CC=C(C=C2C1=O)OCCCCN1CCN(CC1)C1=CC=C(C=C1)/C(=C(/CC)\C1=CC=CC=C1)/C1=CC=C(C=C1)O)=O)=O (E)-2-(2,6-dioxopiperidin-3-yl)-5-(4-(4-(4-(1-(4-hydroxyphenyl)-2-phenylbut-1-en-1-yl)phenyl)piperazin-1-yl)butoxy)isoindoline-1,3-dione